tridecan-7-ol CCCCCCC(CCCCCC)O